ClC=1C=CC=2C(=C3N(C2C1C=1C(=NN(C1C)C)C)[C@@H](CN(C3=O)C=3C=C1C=CC(=NC1=CC3)C(=O)O)C)CCCOC3=CC(=C(C(=C3)C)Cl)C (R)-6-(7-Chloro-10-(3-(4-chloro-3,5-dimethylphenoxy)propyl)-4-methyl-1-oxo-6-(1,3,5-trimethyl-1H-pyrazol-4-yl)-3,4-dihydropyrazino[1,2-a]indol-2(1H)-yl)quinoline-2-carboxylic Acid